[19F]Fluoro-2-deoxy-glucose [19F]C(=O)C[C@@H](O)[C@H](O)[C@H](O)CO